NCC(=O)O.[Fe+3] Iron(III) Glycine